COC(C)(N(C)C)OC 1,1-dimethoxy-N,N-dimethyl-ethan-1-amine